C(C1=CC=CC=C1)C1N=C2SC=C(N2C1)CSC=1NC2=CC(=CC=C2CN1)Br 6-benzyl-3-(((7-bromo-1,4-dihydroquinazolin-2-yl)thio)methyl)-5,6-dihydroimidazo[2,1-b]thiazole